tri(4-tolyl)phosphorus (II) C1(=CC=C(C=C1)[P-](C1=CC=C(C=C1)C)C1=CC=C(C=C1)C)C